BrC1=C2C(=NNC2=CC=C1)N(C1=CC=CC=C1)C 4-bromo-N-methyl-N-phenyl-1H-indazol-3-amine